OC(CCCC)C1=C(C(=O)O)C=CC=C1.BrC12CC3(CC(CC(C1)C3)C2)N 3-bromoadamantan-1-amine 2-(1-hydroxypentyl)benzoate